CN(S(=O)(=O)C=1C=CC(=C(C1)C=1N(C2=CC=CC=C2C1)C(=O)OC(C)(C)C)F)C tert-butyl 2-(5-(N,N-dimethylsulfamoyl)-2-fluorophenyl)-1H-indole-1-carboxylate